(1R,2S,5S)-N-[(1S)-1-Cyano-2-(3-oxo-4H-quinoxalin-2-yl)ethyl]-3-[(2S)-3,3-dimethyl-2-[(2,2,2-trifluoroacetyl)amino]butanoyl]-6,6-dimethyl-3-azabicyclo[3.1.0]hexane-2-carboxamide C(#N)[C@H](CC1=NC2=CC=CC=C2NC1=O)NC(=O)[C@@H]1[C@H]2C([C@H]2CN1C([C@H](C(C)(C)C)NC(C(F)(F)F)=O)=O)(C)C